C(C)C1=NC2=C(N1C1=NC(=C3N=C(N(C3=N1)C)CN1C(CN(CC1)C1CCC(CC1)O)=O)N1CCOCC1)C=CC=C2 1-((2-(2-ethyl-1H-benzimidazol-1-yl)-9-methyl-6-morpholinyl-9H-purin-8-yl)methyl)-4-(4-hydroxycyclohexyl)-piperazin-2-one